1-[4-(pentafluoro-lambda6-sulfanyl)phenyl]pyrazolo[4,3-b]pyridine-3-carbonitrile FS(C1=CC=C(C=C1)N1N=C(C2=NC=CC=C21)C#N)(F)(F)(F)F